3-[(R)-dodecanoyloxytetradecanoylamino]-4-oxo-5-aza-9-[(R)-3-hydroxytetradecanoylamino]decan-1,10-diol C(CCCCCCCCCCC)(=O)OCCCCCCCCCCCCCC(=O)NC(CCO)C(NCCCC(CO)NC(C[C@@H](CCCCCCCCCCC)O)=O)=O